ClC=1C(=CC=2N=C(N=C(C2N1)N)C)C 6-chloro-2,7-bisMethylpyrido[3,2-d]Pyrimidin-4-amine